FC1=CC=C(C=C1)N1CCC(CC1)CN1[C@H]([C@H]([C@@H]([C@H](C1)O)O)O)CO (2S,3R,4R,5S)-1-((1-(4-fluorophenyl)piperidin-4-yl)methyl)-2-(hydroxymethyl)piperidine-3,4,5-triol